1,3-dimethyl-1H-pyrazolo[3,4-H]quinoline CN1C=C(C=C2C=CC=3C(=C12)C=NN3)C